3-acrylamidopropanesulfonic acid, lithium salt [Li+].C(C=C)(=O)NCCCS(=O)(=O)[O-]